(3S)-N-[(2S)-3-[4-(phenylmethyloxy)phenyl]-2-methoxypropyl]-3-(pyridin-3-yl)-3-[1-(trifluoromethyl)cyclopropyl]propanamide C1(=CC=CC=C1)COC1=CC=C(C=C1)C[C@@H](CNC(C[C@H](C1(CC1)C(F)(F)F)C=1C=NC=CC1)=O)OC